3-(DIMETHYLCARBAMOYL)PHENYLBORONIC ACID CN(C(=O)C=1C=C(C=CC1)B(O)O)C